FC1=C(C=CC(=C1)F)C=1NC2=C(C=C(C=C2C1)NC(C=C)=O)C=1N=CN(C1)C N-(2-(2,4-difluorophenyl)-7-(1-methyl-1H-imidazol-4-yl)-1H-indol-5-yl)acrylamide